7-bromo-2-methyl-5-(trifluoromethyl)benzofuran tert-butyl-4-[2-[(E)-3-methoxy-3-oxo-prop-1-enyl]-1-methyl-imidazol-4-yl]-3-oxo-piperazine-1-carboxylate C(C)(C)(C)OC(=O)N1CC(N(CC1)C=1N=C(N(C1)C)\C=C\C(=O)OC)=O.BrC1=CC(=CC=2C=C(OC21)C)C(F)(F)F